C(#N)[C@@H]1CN(CC1)C1=NN(C2=C1C=NC(=C2)NC(C)=O)C2OCCCC2 N-(3-((S)-3-cyanopyrrolidin-1-yl)-1-(tetrahydro-2H-pyran-2-yl)-1H-pyrazolo[4,3-C]pyridin-6-yl)acetamide